Tert-butyl-((7R)-2-(2-bromo-3-methylpyrazolo[1,5-a]pyrimidine-6-carbonyl)-2-azabicyclo[2.2.1]hept-7-yl) carbamate C(N)(O[C@H]1C2(N(CC1CC2)C(=O)C=2C=NC=1N(C2)N=C(C1C)Br)C(C)(C)C)=O